CC([C@@H](C)NC1=C(C=NC2=C(C=CC=C12)C#N)C#N)(C)C 4-(((R)-3,3-dimethylbutan-2-yl)amino)quinoline-3,8-dicarbonitrile